C(C1=CC=CC=C1)N1CCC(CC1)CCNC(=O)N1[C@@H](CN(C[C@H]1C)C=1N=NC(=CC1)Cl)C (2R,6R)-N-[2-(1-benzylpiperidin-4-yl)ethyl]-4-(6-chloropyridazin-3-yl)-2,6-dimethylpiperazine-1-carboxamide